NCC[C@H](C1=CC(=CC=C1)Br)NC(OCC1=CC=CC=C1)=O benzyl N-[(1R)-3-amino-1-(3-bromophenyl)propyl]carbamate